C(CC(C)C)C=1CC2C(CC1)C(=O)OC2=O 4-isopentyl-4-cyclohexene-1,2-dicarboxylic acid anhydride